ClC=1C2=CN(N=C2C=CC1C1=CNC2=C1C=1N(C(=N2)N2CCC3([C@@H](COC3)N)CC2)C=CN1)C (S)-8-(9-(4-chloro-2-methyl-2H-indazol-5-yl)-7H-imidazo[1,2-c]pyrrolo[3,2-e]pyrimidin-5-yl)-2-oxa-8-azaspiro[4.5]decan-4-amine